CN1N=CC=2CN(C=3C(=CC=CC3C2C1=O)NC1=CC=NC=C1C(=O)NC([2H])([2H])[2H])C 4-((2,6-dimethyl-1-oxo-1,2,5,6-tetrahydropyridazino[4,5-c]quinolin-7-yl)amino)-N-(methyl-d3)nicotinamide